1-(3-(9H-carbazol-9-yl)-2-hydroxypropyl)imidazolidin-2-one C1=CC=CC=2C3=CC=CC=C3N(C12)CC(CN1C(NCC1)=O)O